3-(aminomethyl)benzaldehyde NCC=1C=C(C=O)C=CC1